4-chloro-2,6-dimethylbenzeneacetic acid ClC1=CC(=C(C(=C1)C)CC(=O)O)C